CN1C(=NN=C1)C1=CC(=C(N)C=C1)[N+](=O)[O-] 4-(4-methyl-4H-1,2,4-triazol-3-yl)-2-nitroaniline